N1-(3-chloro-4-(6-(1-methylcyclopropoxy)-9-((4-methylpyridin-2-yl)methyl)-9H-purin-8-yl)phenyl)-N2,N2-dimethylethane-1,2-diamine ClC=1C=C(C=CC1C=1N(C2=NC=NC(=C2N1)OC1(CC1)C)CC1=NC=CC(=C1)C)NCCN(C)C